N2-(5-Chloro-1H-indol-3-yl)-7-fluoro-5-(trifluoromethyl)-1H-benzo[d]imidazole-1,2-diamine ClC=1C=C2C(=CNC2=CC1)NC1=NC2=C(N1N)C(=CC(=C2)C(F)(F)F)F